OCC(CO)(CO)NCCS(=O)(=O)[O-].[Na+] sodium 2-[(tris(hydroxymethyl) methyl) amino]-1-ethanesulfonate